N1=CC(=CC=C1)CNC1=NC=CC(=C1)C1=CNC2=NC=CC(=C21)OC2=CC=C1CCNCC1=C2 N-(pyridin-3-ylmethyl)-4-(4-((1,2,3,4-tetrahydroisoquinolin-7-yl)oxy)-1H-pyrrolo[2,3-b]pyridin-3-yl)pyridin-2-amine